C1(CC1)C1=NC(=C(C=C1C#N)C#N)NC=1C(=NC=CC1)C 2-cyclopropyl-6-((2-methylpyridin-3-yl)amino)pyridine-3,5-dinitrile